4,4-dimethyl-5-methylene-(1,3)dioxolan-2-one CC1(OC(OC1=C)=O)C